7-((tert-butoxycarbonyl)(3-nitrobenzyl)amino)-3-cyclopropylpyrazolo[1,5-a]pyrimidine C(C)(C)(C)OC(=O)N(C1=CC=NC=2N1N=CC2C2CC2)CC2=CC(=CC=C2)[N+](=O)[O-]